C(C=C)N1N(C2=NC(=NC=C2C1=O)NC1=CC=C(C=C1)OCC1CC1)C1=CC=CC(=N1)OC1CCN(CC1)C(=O)OC(C)(C)C tert-butyl 4-((6-(2-allyl-6-((4-(cyclopropylmethoxy)phenyl) amino)-3-oxo-2,3-dihydro-1H-pyrazolo[3,4-d]pyrimidin-1-yl)pyridin-2-yl)oxy)piperidine-1-carboxylate